1-((2-(2-ethyl-1H-benzoimidazol-1-yl)-9-methyl-6-morpholinyl-9H-purin-8-yl)methyl)-4-cyclopropylformylpiperazin-2-one C(C)C1=NC2=C(N1C1=NC(=C3N=C(N(C3=N1)C)CN1C(CN(CC1)C(=O)C1CC1)=O)N1CCOCC1)C=CC=C2